dichloro-dimethylsilane Cl[Si](C)(C)Cl